CNC1=CC(=CC=C1)CN1CCN(CC1)C N-methyl-3-((4-methylpiperazin-1-yl)methyl)aniline